3α-tropanol CN1C2CCC1CC(C2)O